C(#N)C=1C=NC2=CC(=C(C=C2C1N1CCN(CCC1)C(=O)OC(C)(C)C)OC)OC tert-butyl 4-(3-cyano-6,7-dimethoxyquinolin-4-yl)-1,4-diazacycloheptane-1-carboxylate